N[C@H]([C@H](O)C1=CC=CC=C1)C1=CC=CC=C1 (1R,2S)-2-amino-1,2-diphenyl-ethanol